C(C)(C)(C)OC(NCC1=C(C=CC=C1)B1OC(C(O1)(C)C)(C)C)=O (2-(4,4,5,5-tetramethyl-1,3,2-dioxaborolan-2-yl)benzyl)carbamic acid tert-butyl ester